OCC(CCCC1(N(CC1)CCCCCCCC(=O)N(CCCCCCCCCC)CCCCCCCCCC)CCCCCCCC(=O)N(CCCCCCCCCC)CCCCCCCCCC)(C)C 8,8'-((5-Hydroxy-4,4-dimethylpentyl)azetidinediyl)bis(N,N-didecyl-octanoamide)